Methyl (2S,3R)-2-((tert-butoxycarbonyl)oxy)-3-(((S)-tert-butylsulfinyl)amino)-4-methylpentanoate C(C)(C)(C)OC(=O)O[C@H](C(=O)OC)[C@@H](C(C)C)N[S@@](=O)C(C)(C)C